N-(3-cyano-4-methyl-1H-indol-7-yl)-3-fluoro-1-methyl-pyrazole-4-sulfonamide C(#N)C1=CNC2=C(C=CC(=C12)C)NS(=O)(=O)C=1C(=NN(C1)C)F